C(C=1C(=C(C=C(C1)C)CO)OC)C=1C(=C(C=C(C1)C)CO)OC 3,3'-methylenebis(2-methoxy-5-methylbenzenemethanol)